2-chloro-6-isobutoxy-N-((6-methoxypyridin-3-yl)methyl)benzamide ClC1=C(C(=O)NCC=2C=NC(=CC2)OC)C(=CC=C1)OCC(C)C